Br(=O)(=O)(=O)[O-].C(CCCCCCCCC)[N+](C)(C)C decyltrimethylammonium perbromate